ClC1=CC=C(N=N1)CNC(=O)C=1C=NC=C(C1)OC N-[(6-chloropyridazin-3-yl)methyl]-5-methoxy-pyridine-3-carboxamide